methyl 5-chloro-1-((5-phenylpyrazin-2-yl) methyl)-1H-indazole-7-carboxylate ClC=1C=C2C=NN(C2=C(C1)C(=O)OC)CC1=NC=C(N=C1)C1=CC=CC=C1